CC1=C2COC(C2=CC=C1[C@@H]1CN(CC(N1)=O)CC=1C=NC(=CC1)N1N=C(N=C1)C)=O (R)-6-(4-methyl-1-oxo-1,3-dihydroisobenzofuran-5-yl)-4-((6-(3-methyl-1H-1,2,4-triazol-1-yl)pyridin-3-yl)methyl)piperazin-2-one